(R,E)-N-(1-(3,4-dimethoxyphenyl)ethyl)-3-(4-(4-(2-(dimethylamino)ethoxy)phenyl)-1H-pyrrolo[2,3-b]pyridin-3-yl)acrylamide COC=1C=C(C=CC1OC)[C@@H](C)NC(\C=C\C1=CNC2=NC=CC(=C21)C2=CC=C(C=C2)OCCN(C)C)=O